FC=1C=C(C(=O)NC2=CC=C(C=C2)CNC)C=CC1C=1CCNCC1 3-fluoro-N-(4-((methylamino)methyl)phenyl)-4-(1,2,3,6-tetrahydropyridin-4-yl)benzamide